Tert-butyl 2,6-dichloro-4-(3-(2,2,2-trichloroacetyl)ureido)nicotinate ClC1=C(C(=O)OC(C)(C)C)C(=CC(=N1)Cl)NC(=O)NC(C(Cl)(Cl)Cl)=O